hydrogen di(methacryloyloxyethyl) phosphate P(=O)(O)(OCCOC(C(=C)C)=O)OCCOC(C(=C)C)=O